(S)-N-((4-carbamimidoylthiophen-2-yl)methyl)-7-((4-(1-methyl-1H-indol-5-yl)benzoyl)glycyl)-1,4-dioxa-7-azaspiro[4.4]nonane-8-carboxamide C(N)(=N)C=1C=C(SC1)CNC(=O)[C@H]1N(CC2(OCCO2)C1)C(CNC(C1=CC=C(C=C1)C=1C=C2C=CN(C2=CC1)C)=O)=O